6-[[6-(trifluoro-methyl)pyridazin-3-yl]methyl]-2-azaspiro[3.3]heptane FC(C1=CC=C(N=N1)CC1CC2(CNC2)C1)(F)F